C(#N)C1=C(CC2=CC=C(C=C2)CCC(=O)O)C(=CC(=C1O)OC)C#N 3-(4-(2,6-dicyano-3-hydroxy-4-methoxybenzyl)phenyl)propanoic acid